CC1=CC=C(C=C1)C1=CC=CC2=C1N=C(O2)S (p-methylphenyl)benzo[d]oxazole-2-thiol